N-morpholinecarbaldehyde N1(CCOCC1)C=O